platinum oleic acid C(CCCCCCC\C=C/CCCCCCCC)(=O)O.[Pt]